N,N-diphenylcyclohexanecarboxamide C1(=CC=CC=C1)N(C(=O)C1CCCCC1)C1=CC=CC=C1